naphthyl-pyrroledione C1(=CC=CC2=CC=CC=C12)C=1C(C(NC1)=O)=O